1-(tert-Butyl) 2-methyl (4R)-2-(3-chloropropyl)-4-fluoropyrrolidine-1,2-dicarboxylate ClCCCC1(N(C[C@@H](C1)F)C(=O)OC(C)(C)C)C(=O)OC